[O].[U] uranium oxygen